C[C@]1([C@H](C(CC1)=C)C)CC=O (1r,2s)-(1,2-dimethyl-3-methylenecyclopentyl)acetaldehyde